N1C=NC2=C1C=CC(=C2)CNC2=NC=CC=C2C2=CC(=C(C=C2)OC)OC N-(1H-1,3-benzodiazol-5-ylmethyl)-3-(3,4-dimethoxyphenyl)pyridin-2-amine